C(C=C)(=O)NC1=C(C=CC=C1)OB(O)O acrylamidophenyl-boric acid